COC=1N=C2C(=CC=NC2=CC1OC)OC1=C(C=C(C=C1)NC(=O)C=1C(N(C(=CC1)CO)C1=CC=C(C=C1)F)=O)F N-[4-[(6,7-Dimethoxy-1,5-naphthyridin-4-yl)oxy]-3-fluorophenyl]-1-(4-fluorophenyl)-6-(hydroxymethyl)-2-oxopyridine-3-carboxamide